tert-butyl (2S)-2-[2-[2-methyl-6-[(5-phenylthiazol-2-yl)amino]pyrimidin-4-yl]oxy ethyl carbamoyl]piperazine-1-carboxylate CC1=NC(=CC(=N1)OCCNC(=O)[C@H]1N(CCNC1)C(=O)OC(C)(C)C)NC=1SC(=CN1)C1=CC=CC=C1